C1(CCCCC1)C1N(C(CC1)C)C(CN1C(O[C@]2(C1=O)CCC1=CC(=CC=C12)NC(=O)NC)=O)=O 1-((1R)-3'-(2-(2-cyclohexyl-5-methylpyrrolidin-1-yl)-2-oxoethyl)-2',4'-dioxo-2,3-dihydrospiro[indene-1,5'-oxazolidine]-5-yl)-3-methylurea